OC1C[C@H](N(C1)CCCCCC(OCCCCCCCCCCC)=O)C(=O)OCCCCCCCC(=O)OC(CCCCCCCC)CCCCCCCC [8-(1-octylnonoxy)-8-oxo-octyl] (2S)-4-hydroxy-1-(6-oxo-6-undecoxy-hexyl)pyrrolidine-2-carboxylate